(S)-(4-(5-fluorobenzo[d]oxazol-2-yl)-6,7-dihydro-1H-imidazo[4,5-c]pyridin-5(4H)-yl)(6-methoxypyrazolo[1,5-a]pyridin-3-yl)methanone FC=1C=CC2=C(N=C(O2)[C@H]2N(CCC3=C2N=CN3)C(=O)C=3C=NN2C3C=CC(=C2)OC)C1